1-[4-({3-methyl-4-[(1-methyl-1,3-benzodiazol-5-yl)oxy]phenyl}amino)pyrido[3,4-d]pyrimidin-6-yl]-3-methylidenepyrrolidin-2-one CC=1C=C(C=CC1OC1=CC2=C(N(C=N2)C)C=C1)NC=1C2=C(N=CN1)C=NC(=C2)N2C(C(CC2)=C)=O